N1C(=NC=C1)CCN(C(C1=C(C=CC=C1)C)=O)C N-[2-(1H-imidazol-2-yl)ethyl]-N,2-dimethyl-benzamide